FC1=C(C=C(C=C1)C1=CN=CC=2N1C(=C(N2)C(F)(F)F)C=2C(=C1C=NN(C1=CC2)C2OCCCC2)F)C(C(F)(F)F)(F)F (4-fluoro-3-pentafluoroethyl-phenyl)-3-[4-fluoro-1-(tetrahydro-pyran-2-yl)-1H-indazol-5-yl]-2-trifluoromethyl-imidazo[1,2-a]pyrazine